C(C)NC(C(C)C)[Si](OC)(OC)OC (N-Ethylamino-i-butyl)(trimethoxy)silan